COC=1C=C2CCN(CC2=CC1NC1=NC2=CC(=CC=C2C=N1)NCC(=O)N1CCOCC1)C 2-({2-[(6-methoxy-2-methyl-1,2,3,4-tetrahydroisoquinolin-7-yl)amino]quinazolin-7-yl}amino)-1-(morpholin-4-yl)ethan-1-one